C1(CC1)N1C(=NC=2C1=NC(=CC2C)C2=CC=C(C=C2)CN2CC1(C2)CN(C1)C(C)C)C1=CC=C(C=C1)S(=O)(=O)C 3-cyclopropyl-5-(4-((6-isopropyl-2,6-diazaspiro[3.3]heptan-2-yl)methyl)phenyl)-7-methyl-2-(4-(methylsulfonyl)phenyl)-3H-imidazo[4,5-b]pyridine